3-butenyl alcohol C(CC=C)O